ClC1=CC=2N(C=C1)N=C(N2)CNCC2CCC(N2)=O 5-((((7-chloro-[1,2,4]triazolo[1,5-a]pyridin-2-yl)methyl)amino)methyl)pyrrolidin-2-one